4-(3-(3-(1H-pyrazol-1-yl)phenyl)-7-(pyridin-4-yl)-1H-pyrazolo[4,3-d]pyrimidin-5-yl)morpholine N1(N=CC=C1)C=1C=C(C=CC1)C1=NNC2=C1N=C(N=C2C2=CC=NC=C2)N2CCOCC2